N-[(5-chlorothiophen-2-yl)methyl]-1-(2-methoxybenzoyl)-3-(piperidin-3-yl)-1H-pyrazol-5-amine ClC1=CC=C(S1)CNC1=CC(=NN1C(C1=C(C=CC=C1)OC)=O)C1CNCCC1